FC1=CC=C(C(=O)C2=CC(=C3C(=CC(=CN23)C)C)C(=O)OCC)C=C1 Ethyl 3-(4-fluorobenzoyl)-6,8-dimethylindolizine-1-carboxylate